C(C)OC(CC=1N=C(SC1)C=1C(OC2=CC(=CC=C2C1)N1CCN(CC1)C)=O)=O.N1C=CC=2C1=NC=C(C2)C=2C=C(C=CC2)/C=C/C(=O)NC2=CC(=C(C=C2)C)C(F)(F)F (E)-3-(3-(1H-pyrrolo[2,3-b]pyridin-5-yl)phenyl)-N-(4-methyl-3-(trifluoromethyl)phenyl)acrylamide ethyl-2-(2-(7-(4-methylpiperazin-1-yl)-2-oxo-2H-chromen-3-yl)thiazol-4-yl)acetate